ethyl 6-methyl-4,5,6,7-tetrahydro-1H-indol-2-carboxylate CC1CCC=2C=C(NC2C1)C(=O)OCC